(t-butyldimethylsilyloxy)-1-cyclopropylamine [Si](C)(C)(C(C)(C)C)ONC1CC1